OC(C1=CC=CC2=CC=CC=C12)P(O)(O)=O Hydroxy(1-naphthyl)methylphosphonic acid